FC=1C=C(CCN2N=CC(=C2)CNC2=NC=3N([C@H](C(NC3C=N2)=O)C)C)C=CC1F (7S)-2-(((1-(3,4-difluorophenethyl)-1H-pyrazol-4-yl)methyl)amino)-7,8-dimethyl-7,8-dihydropteridin-6(5H)-one